FC1CC(C1)(C1=NC=CC=C1F)CNC1=NC=C(C(=N1)C)C=1C=C(C=CC1)CC(=O)N 2-{3-[2-({[3-fluoro-1-(3-fluoro(2-pyridyl))cyclobutyl]methyl}amino)-4-methylpyrimidin-5-yl]phenyl}acetamide